(4-fluoro-2-(methylsulfonyl)phenyl)boronic acid FC1=CC(=C(C=C1)B(O)O)S(=O)(=O)C